C(N)(=O)C1(CC(=NC2=C1N=CN=C2N[C@@H]2CNC[C@H](C2)F)C2=CC(=C(C(=C2)F)OCC2(CCC2)O)F)C(=O)N 8-carbamoyl-6-{3,5-difluoro-4-[(1-hydroxycyclobutyl)methoxy]phenyl}-4-{[(3S,5S)-5-fluoropiperidin-3-yl]amino}pyrido[3,2-d]pyrimidine-8-carboxamide